FC=1N=C(C2=C(N1)C(=C(N=C2)C2=CC(=CC1=CC=C(C(=C21)C#C[Si](C(C)C)(C(C)C)C(C)C)F)OCOC)F)N2C[C@H]1CC[C@@H](C2)N1C(=O)OC(C)(C)C tert-butyl (1R,5S)-3-(2,8-difluoro-7-(7-fluoro-3-(methoxymethoxy)-8-((triisopropylsilyl)ethynyl)naphthalen-1-yl)pyrido[4,3-d]pyrimidin-4-yl)-3,8-diazabicyclo[3.2.1]octane-8-carboxylate